2,2'-((3-(3-((2-ethylhexyl)oxy)-5-pentadecylphenoxy)propyl)azanediyl)bis(ethan-1-ol) C(C)C(COC=1C=C(OCCCN(CCO)CCO)C=C(C1)CCCCCCCCCCCCCCC)CCCC